4-(2-chloro-4-methoxyphenoxy)-3-(7-methoxy-1-methyl-1H-pyrrolo[2,3-c]pyridin-3-yl)aniline ClC1=C(OC2=C(C=C(N)C=C2)C2=CN(C3=C(N=CC=C32)OC)C)C=CC(=C1)OC